(chloromethyl)cyclobutane ClCC1CCC1